3-(3-chloro-4-fluorophenyl)-1-((5-(difluoromethyl)-4-(2-methoxyethyl)-4H-1,2,4-triazol-3-yl)methyl)-1-(6-methoxypyridin-3-yl)urea ClC=1C=C(C=CC1F)NC(N(C=1C=NC(=CC1)OC)CC1=NN=C(N1CCOC)C(F)F)=O